1-[(2S)-2-methyl-4-{4-[(3-methyl-4-{[1,2,4]triazolo[1,5-a]pyridin-7-yloxy}phenyl)amino]pyrido[3,2-d]pyrimidin-6-yl}piperazin-1-yl]but-2-yn-1-one C[C@@H]1N(CCN(C1)C=1C=CC=2N=CN=C(C2N1)NC1=CC(=C(C=C1)OC1=CC=2N(C=C1)N=CN2)C)C(C#CC)=O